1-cyclobutyl-4-((5-phenyl-1,3,4-thiadiazol-2-yl)methyl)-1,4-dihydropyrazine-2,3-dione triacetoxyborohydride C(C)(=O)O[BH-](OC(C)=O)OC(C)=O.C1(CCC1)N1C(C(N(C=C1)CC=1SC(=NN1)C1=CC=CC=C1)=O)=O